3-amino-3,5-dihydro-2H-1,5-benzoxazepin-4-one NC1COC2=C(NC1=O)C=CC=C2